C1C[C@@H](O[C@@H]1CO)N2C=NC3=C2N=CNC3=O 3'-dideoxyinosine